FC1=C(C=CC(=C1)F)C1=CC=C(C=C1)[C@H](CC(=O)O)NC(=O)NC=1C(N(C=C(C1O)C)C)=O (S)-3-(2',4'-difluorobiphenyl-4-yl)-3-(3-(4-hydroxy-1,5-dimethyl-2-oxo-1,2-dihydropyridin-3-yl)ureido)propanoic acid